tert-butyl (2R,3S,4S)-3-(acetyloxy)-2-[(4-cyclopropoxyphenyl)methyl]-4-hydroxypyrrolidine-1-carboxylate C(C)(=O)O[C@H]1[C@H](N(C[C@@H]1O)C(=O)OC(C)(C)C)CC1=CC=C(C=C1)OC1CC1